1-(2-(4-(2-Methoxypyrimidin-5-yl)-1H-imidazol-2-yl)piperidin-1-yl)-2-(methylsulfanyl)propan-1-one COC1=NC=C(C=N1)C=1N=C(NC1)C1N(CCCC1)C(C(C)SC)=O